F[C@H]1CN(CC1)CC=1C=CC(N(C1)C(C(=O)OCC)CC(C)C)=O ethyl 2-(5-(((R)-3-fluoropyrrolidin-1-yl)methyl)-2-oxopyridin-1(2H)-yl)-4-methylpentanoate